(6S)-6-tert-butyl-N-[(1R)-3-(1-piperidyl)-1-(4-pyrimidin-5-ylphenyl)propyl]-5,6,7,8-tetrahydrothieno[2,3-b]quinoline-2-carboxamide C(C)(C)(C)[C@@H]1CC=2C=C3C(=NC2CC1)SC(=C3)C(=O)N[C@H](CCN3CCCCC3)C3=CC=C(C=C3)C=3C=NC=NC3